4-{3-(cyanomethyl)-3-[3-(7H-pyrrolo[2,3-d]pyrimidin-4-yl)-1H-pyrrol-1-yl]azetidin-1-yl}-N-(2-cyanophenyl)piperidine C(#N)CC1(CN(C1)C1CCN(CC1)C1=C(C=CC=C1)C#N)N1C=C(C=C1)C=1C2=C(N=CN1)NC=C2